ClC=1C=C(C=CC1Cl)C=1N=C(SC1SC(C)C)N1N=C(C(=C1C(=O)O)C1=CC(=NC(=C1)N1CCOCC1)C)C 1-(4-(3,4-dichlorophenyl)-5-(isopropylthio)thiazol-2-yl)-3-methyl-4-(2-methyl-6-morpholinopyridin-4-yl)-1H-pyrazole-5-carboxylic acid